(2S)-N-[4-methyl-3-(4,4,5,5-tetramethyl-1,3,2-dioxaborolan-2-yl)phenyl]-2-(trifluoromethyl)morpholine-4-carboxamide CC1=C(C=C(C=C1)NC(=O)N1C[C@H](OCC1)C(F)(F)F)B1OC(C(O1)(C)C)(C)C